4-(4-((2-(4-benzoylaminothiophene-2-yl)-4,4-dimethylcyclohex-1-en-1-yl)methyl)piperazin-1-yl)benzoic acid C(C1=CC=CC=C1)(=O)NC=1C=C(SC1)C1=C(CCC(C1)(C)C)CN1CCN(CC1)C1=CC=C(C(=O)O)C=C1